(4S)-4-methyl-3-{[4-(4-methylphenoxy)phenyl]methyl}-1,3-oxazolidin-2-one C[C@@H]1N(C(OC1)=O)CC1=CC=C(C=C1)OC1=CC=C(C=C1)C